boron dibenzylamine trichloride [Cl-].[Cl-].[Cl-].C(C1=CC=CC=C1)NCC1=CC=CC=C1.[B+3]